C(C1=CC=CC=C1)C=1C=NC(=NC1)C=1CN(CC1)C(=O)OC(C)(C)C tert-butyl 3-(5-benzylpyrimidin-2-yl)-2,5-dihydro-1H-pyrrole-1-carboxylate